C(C(C)C)OC(CCOCCC(CC(C)(C)C)C)C 1-(3-isobutoxybutoxy)-3,5,5-trimethyl-hexane